P(O)(O)OCC(CO)(CC)CCCC 2-butyl-2-ethyl-1,3-propanediol phosphite